ClC1=CC=C(C=C1)C=1C=C(C(N(N1)C=1C=NN(C1)C)=O)C(=O)NC1COCC1O 6-(4-chlorophenyl)-N-(4-hydroxytetrahydrofuran-3-yl)-2-(1-methyl-1H-pyrazol-4-yl)-3-oxo-2,3-dihydropyridazine-4-carboxamide